C(#N)C1=C2C(=NC=N1)N(N=C2C2=CC1=CC=CC=C1C=C2)COCC[Si](C)(C)C 4-Cyano-3-(naphthalen-2-yl)-1-((2-(trimethylsilyl)ethoxy)methyl)-1H-pyrazolo[3,4-d]pyrimidine